ClC1=C(C=C(OCC(=O)NC23CC(C2)(C3)NC(CCN3N=CC(=CC3=O)Cl)=O)C=C1)F N-{3-[2-(4-chloro-3-fluorophenoxy)acetamido]bicyclo[1.1.1]pentan-1-yl}-3-(4-chloro-6-oxopyridazin-1(6H)-yl)propanamide